4-((1-hydroxypropan-2-yl)amino)-5H-pyrido[3,2-b]indole-3-carboxamide OCC(C)NC1=C(C=NC2=C1NC=1C=CC=CC21)C(=O)N